N=C1[N+](=CC=C2C1=CC=CC=C2)[O-] iminocyclohepta[c]pyridine 2-oxide